C(CCCCC)OC1=CC=C(C=C1)CCC(=O)O 3-(4-(hexyloxy)phenyl)propionic acid